6-(4-monohydroxy-3,5-di-tert-butylphenylamino)-1,3,5-triazine OC1=C(C=C(C=C1C(C)(C)C)NC1=NC=NC=N1)C(C)(C)C